[O-]S(=O)(=O)C(F)(F)F.CC1=C(C(=CC(=C1)C)C)[SH2+] dl-2,4,6-trimethylphenylsulfonium triflate